1-(2-aminoethyl)imidazolin-2-one NCCN1C(NCC1)=O